OC1=C(C=CC(=C1)OCCC)C1=NC(=NC(=N1)C1=C(C=C(C=C1)OCCC)O)C1=C(C=C(C=C1)C)C 2,4-bis(2'-hydroxy-4'-propyloxyphenyl)-6-(2',4'-dimethylphenyl)-1,3,5-triazine